4-fluoro-2-[2-fluoro-5-(3-{[(2S)-1-(1H-tetrazol-1-yl)propan-2-yl]oxy}phenyl)pyrazolo[1,5-a]pyrimidin-3-yl]benzonitrile FC1=CC(=C(C#N)C=C1)C=1C(=NN2C1N=C(C=C2)C2=CC(=CC=C2)O[C@H](CN2N=NN=C2)C)F